Dibenzoyl Peroxide C(C1=CC=CC=C1)(=O)OOC(C1=CC=CC=C1)=O